FC([C@H](CO)N[S@@](=O)C(C)(C)C)F (S)-N-((S)-1,1-difluoro-3-hydroxypropan-2-yl)-2-methylpropane-2-sulfinamide